Methyl (S)-2-amino-3-(2,6-dichlorophenyl)propanoate N[C@H](C(=O)OC)CC1=C(C=CC=C1Cl)Cl